Methyl 4-hydroxy-5,6,7,8-tetrahydronaphthalene-2-carboxylate OC1=CC(=CC=2CCCCC12)C(=O)OC